2-[4-(dimethylamino)butylamino]Thiazole-4-carboxylic acid methyl ester COC(=O)C=1N=C(SC1)NCCCCN(C)C